CN(CCN(C1=C(C=C(C(=C1)OC)NC1=NC=NC(=C1)N1OCC[C@@H]1CC1=CC(=CC=C1)OC1=CC(=CC=C1)F)NC(C=C)=O)C)C (S)-N-(2-((2-(dimethylamino)ethyl)(methyl)amino)-5-((6-(3-(3-(3-fluorophenoxy)benzyl)isoxazolidin-2-yl)pyrimidin-4-yl)amino)-4-methoxyphenyl)acrylamide